(3'S,5S)-1'-(2,4-dichlorophenyl)-2-(2-ethoxypyridin-3-yl)-3'-ethyl-7-[[(2R)-pyrrolidin-2-yl]methyl]spiro[6,8-dihydro-1,7-naphthyridine-5,4'-piperidine] ClC1=C(C=CC(=C1)Cl)N1C[C@H]([C@@]2(CC1)C=1C=CC(=NC1CN(C2)C[C@@H]2NCCC2)C=2C(=NC=CC2)OCC)CC